BrC=1N=C(N(N1)C1OCCCC1)C(=O)C1=CC=CC=C1 (5-bromo-2-tetrahydropyran-2-yl-1,2,4-triazol-3-yl)-phenyl-methanone